2-methoxy-5-(1-(trifluoromethyl)cyclopropyl)benzenesulfonamide COC1=C(C=C(C=C1)C1(CC1)C(F)(F)F)S(=O)(=O)N